FC=1C=C(C(=NO)N)C=CC1 3-fluoro-N'-hydroxy-benzamidine